NC1=CC=C(OC=2C=CC(=C(C(=O)N)C2)C)C=C1 5-(4-aminophenoxy)-2-methylbenzamide